COC(=O)C=1C=C(C2=C(N=C(O2)C2=NC(=CC(=C2)C2=C(C=C(C=C2)Cl)C2=NN=CN2C)C2CC2)C1)F 2-{4-[4-chloro-2-(4-methyl-1,2,4-triazol-3-yl)phenyl]-6-cyclopropylpyridin-2-yl}-7-fluoro-1,3-benzoxazole-5-carboxylic acid methyl ester